C[N+]1=CCCC1 N-methylpyrrolinium